C1(=CC=CC=C1)C#CC(O)(C1=CC=C(C=C1)N1CCCC1)C1=CC=C(C=C1)N1CCCC1 3-phenyl-1,1-bis(4-(pyrrolidin-1-yl)phenyl)prop-2-yn-1-ol